(E)-2-(2-chlorobenzylidene)-4,6-dimethoxy-7-(1-methyl-1,2,3,6-tetrahydropyridin-4-yl)benzofuran-3(2H)-one ClC1=C(\C=C/2\OC3=C(C2=O)C(=CC(=C3C=3CCN(CC3)C)OC)OC)C=CC=C1